ClC1=CC=C(C(=N1)C=1C=C(C(=C(C=O)C1)O)F)NC(C)C=1C=C(C=C2C(C(=C(OC12)N1CCCCC1)C)=O)C 5-[6-chloro-3-[1-[3,6-dimethyl-4-oxo-2-(1-piperidyl)chromen-8-yl]ethyl-amino]-2-pyridyl]-3-fluoro-2-hydroxy-benzaldehyde